3-(4-amino-2-oxo-1,2-dihydropyrimidin-5-yl)-1-(4-fluoro-2-methylphenyl)-6-(trifluoromethyl)-2,3-dihydro-quinazolin-4(1H)-one NC1=NC(NC=C1N1CN(C2=CC=C(C=C2C1=O)C(F)(F)F)C1=C(C=C(C=C1)F)C)=O